N-(6-(1H-1,2,4-triazol-1-yl)pyridin-3-yl)-7-chloroquinolin-4-amine N1(N=CN=C1)C1=CC=C(C=N1)NC1=CC=NC2=CC(=CC=C12)Cl